ClC=1C=C(C=CC1)CCC(=O)N1C2=C(OCC1)C(=CN=C2)C2=CC=C(C#N)C=C2 4-(4-(3-(3-Chlorophenyl)propanoyl)-3,4-dihydro-2H-pyrido[4,3-b][1,4]oxazin-8-yl)benzonitrile